NC1=C(C(=O)O)C=C(N=C1I)Cl 3-Amino-6-chloro-2-iodoisonicotinic acid